C(C)(=O)OCCCCC=C(CCC=C(C)C)C 6,10-dimethylundec-5,9-dien-1-yl acetate